The molecule is a piperidinecarboxylate that is the conjugate base of pipecolic acid. It has a role as a human metabolite. It is a conjugate base of a pipecolic acid. C1CCNC(C1)C(=O)[O-]